C(C1=CC=CC=C1)(=O)N1CCC2(CCN(C2=O)CC2=C(C=C(C#N)C=C2)F)CC1 4-((8-benzoyl-1-oxo-2,8-diazaspiro[4.5]decan-2-yl)methyl)-3-fluorobenzonitrile